C1(=CC=CC=C1)C1(N=C(N=NC1(C1=CC=CC=C1)C1=CC=CC=C1)C1=CC=C(C=C1)C=1N=NC=CN1)C1=CC=CC=C1 5,6,5,6-tetraphenyl-3,3'-(1,4-phenylene)-bis[1,2,4]triazine